4-cyano-6-(trifluoromethyl)pyridine-2-carboxylic acid methyl ester COC(=O)C1=NC(=CC(=C1)C#N)C(F)(F)F